3-(2-aminoethoxy)-N-[4-[4-[6-chloro-4-(trifluoromethyl)-2-pyridinyl]piperazin-1-yl]sulfonylphenyl]benzamide NCCOC=1C=C(C(=O)NC2=CC=C(C=C2)S(=O)(=O)N2CCN(CC2)C2=NC(=CC(=C2)C(F)(F)F)Cl)C=CC1